FC1=CC=C(C=C1)C1(CCN(CC1)C(=O)OC(C)(C)C)C(=O)OC 1-(tert-butyl) 4-methyl 4-(4-fluorophenyl)piperidine-1,4-dicarboxylate